ClC1=C(C=C(C=C1)NC(=O)NC1=CC(=C(C=C1)OC1=CC=NC2=CC(=C3C(=C12)OCCO3)OC)F)C(F)(F)F 1-(4-chloro-3-(trifluoromethyl)phenyl)-3-(3-fluoro-4-((5-methoxy-2,3-dihydro-[1,4]dioxino[2,3-f]quinoline-10-yl)oxy)phenyl)urea